2-(2,2-dimethoxyethoxy)-8-methylquinoline COC(COC1=NC2=C(C=CC=C2C=C1)C)OC